5-(8-((1S,2S)-2-(3-(azetidine-1-carbonyl)phenyl)cyclopropyl)imidazo[1,2-b]pyridazin-6-yl)pyrimidine-2,4(1H,3H)-dione N1(CCC1)C(=O)C=1C=C(C=CC1)[C@@H]1[C@H](C1)C=1C=2N(N=C(C1)C=1C(NC(NC1)=O)=O)C=CN2